COC(=O)C=1NC=C(C1C#CC1=CC=CC=C1)C(=O)OC 3-(phenylethynyl)-1H-pyrrole-2,4-dicarboxylic acid dimethyl ester